C[C@@H]1O[C@@H](CN(C1)C1=CC=CC(=N1)C1=NC2=CC(=NC=C2C=C1)CNC(C1=CC=C(C=C1)OCC)=O)C N-((2-(6-((cis)-2,6-dimethylmorpholino)pyridin-2-yl)-1,6-naphthyridin-7-yl)methyl)-4-ethoxybenzamide